tert-butyl 2-ethyl-2-methylhydrazine-1-carboxylate C(C)N(NC(=O)OC(C)(C)C)C